2,4,6-trimercapto-1,3,5-triazine SC1=NC(=NC(=N1)S)S